27-methyl-22-oxa-2λ6-thia-1,4,5,7,20,27,34-heptaazahexacyclo-[26.2.2.13,6.117,21.08,16.09,13]tetratriaconta-3,5,8,13,15,17,19,21(33)-octaene-2,2-dioxide CN1CCCCOC=2N=CC=C(C3=CC=C4CCCC4=C3NC3=NN=C(S(N4CCC1CC4)(=O)=O)N3)C2